bis(dicarboxyphenyl)naphthalene 2-(4-(2-((4-(Bis(2-hydroxytetradecyl)amino)butyl)disulfaneyl)ethyl)piperazin-1-yl)ethyl-4-(bis(2-hydroxydecyl)amino)butanoate OC(CN(CCCCSSCCN1CCN(CC1)CCOC(CCCN(CC(CCCCCCCC)O)CC(CCCCCCCC)O)=O)CC(CCCCCCCCCCCC)O)CCCCCCCCCCCC.C(=O)(O)C=1C(=C(C=CC1)C1=C(C2=CC=CC=C2C=C1)C1=C(C(=CC=C1)C(=O)O)C(=O)O)C(=O)O